6-bromo-5-fluoro-3-hydroxy-3-isopropyl-1-(2-trimethylsilylethoxymethyl)indolin-2-one BrC1=C(C=C2C(C(N(C2=C1)COCC[Si](C)(C)C)=O)(C(C)C)O)F